10-(3,4,5-trihydroxyphenyl)-2-methyl-1-decene OC=1C=C(C=C(C1O)O)CCCCCCCCC(=C)C